NC1=NC2=C(C=3N1N=C(N3)C=3OC=CC3)C=NN2C(C(=O)O)(C)C=2C=NC=CC2 2-(5-amino-2-(furan-2-yl)-7H-pyrazolo[4,3-e][1,2,4]triazolo[1,5-c]pyrimidin-7-yl)-2-(pyridin-3-yl)propionic acid